(R)-2-amino-3-(4-dihydroxyboryl-2-fluorophenyl)-2-methylpropanoic acid N[C@@](C(=O)O)(CC1=C(C=C(C=C1)B(O)O)F)C